ClC1=C(C=C2C=C(N=CC2=C1)NC(=O)[C@@H]1[C@@H]2CCOC[C@H]12)C1CCN(CC1)[C@@]1(COC[C@@H]1O)C (1S,6R,7R)-N-(7-chloro-6-(1-((3R,4R)-4-hydroxy-3-methyltetrahydrofuran-3-yl)piperidin-4-yl)isoquinolin-3-yl)-3-oxabicyclo[4.1.0]heptane-7-carboxamide